tert-Butyl 4-((2-((4-methyltetrahydro-2H-pyran-4-yl)amino)-5-nitropyrimidin-4-yl)amino)piperidine-1-carboxylate CC1(CCOCC1)NC1=NC=C(C(=N1)NC1CCN(CC1)C(=O)OC(C)(C)C)[N+](=O)[O-]